C(C)(C)(C)OC(=O)N1CC2=CC(=CC=C2CC1)NC(C1=CC=C(C=C1)C=1CCN(CC1)C(=O)OC(C)(C)C)=O 7-[4-(1-tert-butoxycarbonyl-1,2,3,6-tetrahydro-pyridin-4-yl)-benzoylamino]-3,4-dihydro-1H-isoquinoline-2-carboxylic acid tert-butyl ester